C(C\C=C/CC)OC1=C(C=CC=C1)C(CC)=O (Z)-1-(2-(hex-3-en-1-yloxy)phenyl)propan-1-one